7-chloro-2-((4-(pyrrolidin-1-yl)butyl)thio)-1,4-dihydroquinazoline ClC1=CC=C2CN=C(NC2=C1)SCCCCN1CCCC1